γ-glycidoxyPropyltrimethoxysilane C(C1CO1)OCCC[Si](OC)(OC)OC